FC=1C=C(C=CC1)CNC(=O)C1CCN(CC1)C(C)C1=CC=CC2=C(C=CC=C12)C#CC1CCNCC1 N-[(3-fluorophenyl)methyl]-1-[1-[5-[2-(4-piperidyl)ethynyl]-1-naphthyl]ethyl]piperidine-4-carboxamide